N=1C=C(N2C1C=CC=C2)C2=CC(=NC=N2)NCC2=CC=C(C=C2)N2N=CC=C2 (6-imidazo[1,2-a]pyridin-3-yl-pyrimidin-4-yl)-(4-pyrazol-1-yl-benzyl)-amine